ClC1=NN2C(N=CC3=C2C(C[C@@H]3C(=O)NC=3C=NC(=C(C3)Cl)N3N=CC=C3)(C)C)=C1 (S)-2-chloro-N-(5-chloro-6-(1H-pyrazol-1-yl)pyridin-3-yl)-8,8-dimethyl-7,8-dihydro-6H-cyclopenta[e]pyrazolo[1,5-a]pyrimidine-6-carboxamide